3,4-dimethylheptanoic acid CC(CC(=O)O)C(CCC)C